C(C)(C)C=1C(=NNC1C=1C=C(C=2N(C1)N=CN2)C)C(=O)NC2CCC(CC2)NC(COC)C 4-isopropyl-N-((1r,4r)-4-((1-methoxypropan-2-yl)amino)cyclohexyl)-5-(8-methyl-[1,2,4]triazolo[1,5-a]pyridin-6-yl)-1H-pyrazole-3-carboxamide